COC([C@@H](NOC(C)=O)CCSC)=O (acetoxy)-methionine methyl ester